FC(=CC(F)(F)F)F 1,1,3,3,3-pentafluoroprop-1-ene